[Cu+]Br.C(CC)[NH2+]CCC bis(1-propyl)ammonium copper(1+) bromide